FC(C(C(F)(F)F)(O)C1=CC=C(C=C1)C1=CC=C(C=C1)CN1CC(N(CC1)CC1=CC=NC=C1)CC(=O)NC(C)C)(F)F 2-(4-((4'-(1,1,1,3,3,3-hexafluoro-2-hydroxypropan-2-yl)-[1,1'-biphenyl]-4-yl)methyl)-1-(pyridin-4-ylmethyl)piperazin-2-yl)-N-isopropylacetamide